(3R,4S)-3-Cyclopropyl-4-methyl-1-(3-methyl-6-(1-methyl-1H-pyrazol-4-yl)pyrazolo[1,5-a]pyrazin-4-yl)-2-oxopyrrolidine-3-carbonitrile C1(CC1)[C@]1(C(N(C[C@H]1C)C=1C=2N(C=C(N1)C=1C=NN(C1)C)N=CC2C)=O)C#N